succinimidyl-thioether C1(CCC(N1SN1C(CCC1=O)=O)=O)=O